[As]=O arsenic oxide